24-methylcholest-7-en CC(C(C)C)CC[C@@H](C)[C@H]1CC[C@H]2C3=CCC4CCCC[C@]4(C)[C@H]3CC[C@]12C